C(N)(OC1=CC=C(C=C1)S(=O)(=O)N1CCCCC1)=O (4-(piperidin-1-ylsulfonyl) phenyl) carbamate